5-(3-(3-Bromo-5-(pentafluoro-λ6-sulfanyl)phenyl)-2,2-dichlorocyclopropane-1-carboxamido)-2-chloro-N-(2,2,2-trifluoroethyl)benzamide BrC=1C=C(C=C(C1)S(F)(F)(F)(F)F)C1C(C1C(=O)NC=1C=CC(=C(C(=O)NCC(F)(F)F)C1)Cl)(Cl)Cl